FC1=C(C=C2CCC(C2=C1)=O)[N+](=O)[O-] 6-Fluoro-5-nitro-2,3-dihydro-1H-inden-1-one